C(C)(C)N(C(C)C)P(OCCC#N)OC1[C@H](O[C@H](C1OC)N1C(NC(C=C1)=O)=O)CON1CCOCC1 3-[(diisopropylamino)-[(2R,5R)-5-(2,4-dioxopyrimidin-1-yl)-4-methoxy-2-(morpholinooxymethyl)tetrahydrofuran-3-yl]oxy-phosphanyl]oxypropanenitrile